din-butyltin dicaprylate C(CCCCCCC)(=O)[O-].C(CCCCCCC)(=O)[O-].C(CCC)[Sn+2]CCCC